8-(4-(2-(dimethylamino)ethoxy)phenyl)-N-(6-morpholinylpyridin-3-yl)pyrido[3,4-d]pyrimidin-2-amine CN(CCOC1=CC=C(C=C1)C1=NC=CC2=C1N=C(N=C2)NC=2C=NC(=CC2)N2CCOCC2)C